C1(CCC1)N(CC#N)C1(CC1)C1=CC(=CC=C1)C(F)(F)F 2-(cyclobutyl-(1-(3-(trifluoromethyl)phenyl)cyclopropyl)amino)acetonitrile